C(C)OC(COC1(CN=CC=C1)OC1=NC(=C(C=C1Cl)F)N1C(N(C(=CC1=O)C(F)(F)F)C)=O)=O ethyl-2-[[3-[[3-chloro-5-fluoro-6-[3-methyl-2,6-dioxo-4-(trifluoromethyl)-pyrimidin-1-yl]-2-pyridyl]oxy]-3-pyridyl]oxy]acetate